ClC1=C(C=2N=C(N=C(C2C=N1)N1CCOC[C@H](C1)O)O[C@H]1COCC1)F (S)-4-(7-chloro-8-fluoro-2-(((R)-tetrahydrofuran-3-yl)oxy)pyrido[4,3-d]pyrimidin-4-yl)-1,4-oxazepan-6-ol